2-(2,4-Dibromophenyl)-4-phenylimidazole BrC1=C(C=CC(=C1)Br)C=1NC=C(N1)C1=CC=CC=C1